1-[(1-benzyl-1H-imidazol-5-yl)methyl]azetidin C(C1=CC=CC=C1)N1C=NC=C1CN1CCC1